ClC1=C(C=CC(=C1)Cl)C=1CCCC2=C(C1C1=CC(=C(C(=C1)F)CC1CN(C1)CCCF)F)C=CC(=C2)C(=O)O 8-(2,4-dichlorophenyl)-9-(3,5-difluoro-4-((1-(3-fluoropropyl)azetidin-3-yl)methyl)phenyl)-6,7-dihydro-5H-benzo[7]annulene-3-carboxylic acid